The molecule is a cyclic purine dinucleotide that consists of AMP and GMP units cyclised via 3',5'-linkages. It is an adenyl ribonucleotide, a cyclic purine dinucleotide and a guanyl ribonucleotide. It is a conjugate acid of a c-GMP-AMP(2-). C1[C@@H]2[C@H]([C@H]([C@@H](O2)N3C=NC4=C3N=C(NC4=O)N)O)OP(=O)(OC[C@@H]5[C@H]([C@H]([C@@H](O5)N6C=NC7=C(N=CN=C76)N)O)OP(=O)(O1)O)O